N-((S)-3-cyclohexyl-1-(((R)-4-hydroxy-3-oxo-1-((R)-2-oxopyrrolidin-3-yl)butan-2-yl)amino)-1-oxopropan-2-yl)-9-(2,2,2-trifluoroacetamido)-9H-fluorene-9-carboxamide C1(CCCCC1)C[C@@H](C(=O)N[C@H](C[C@@H]1C(NCC1)=O)C(CO)=O)NC(=O)C1(C2=CC=CC=C2C=2C=CC=CC12)NC(C(F)(F)F)=O